ClC=1C=CC2=C([C@H](C[C@H](O2)C(=O)N[C@H]2CO[C@@H](CC2)C(=O)N2CC(C2)OC2=CC=C(C=C2)Cl)O)C1 (2S,4S)-6-chloro-N-{(3R,6S)-6-[3-(4-chlorophenoxy)azetidine-1-carbonyl]oxan-3-yl}-4-hydroxy-3,4-dihydro-2H-1-benzopyran-2-carboxamide